FC(C1(CCC(CC1)=O)C(=O)OCC)F ethyl 1-(difluoromethyl)-4-oxocyclohexane-1-carboxylate